tert-butyl N-[(3S,4R)-4-methoxy-3-piperidyl]-N-methyl-carbamate CO[C@H]1[C@H](CNCC1)N(C(OC(C)(C)C)=O)C